FC=1C=C(C=C(C1)F)[C@@H]1N(OCC1)C(=O)[C@H]1[C@H](CN(CC1)C1=CC(=NC=N1)C(=O)NC)F 6-((3R,4S)-4-((R)-3-(3,5-difluorophenyl)isoxazolidine-2-carbonyl)-3-fluoropiperidin-1-yl)-N-methyl-pyrimidine-4-carboxamide